ClC1=CC=C(C=C1)C1=C(CCC(C1)(C)C)CN1C2CN(CC1C2)C=2C=C1CN(CC1=CC2F)C2C(NC(CC2)=O)=O 5-(6-((4'-chloro-5,5-dimethyl-3,4,5,6-tetrahydro-[1,1'-biphenyl]-2-yl)methyl)-3,6-diazabicyclo[3.1.1]heptan-3-yl)-2-(2,6-dioxopiperidin-3-yl)-6-fluoroisoindoline